2-(2-(3-(3-(1-(2-chloro-4-fluorophenyl)cyclopropyl)-1,2,4-oxadiazol-5-yl)-5-(difluoromethyl)-1H-pyrazol-1-yl)acetamido)-2-methylpropanoic acid ClC1=C(C=CC(=C1)F)C1(CC1)C1=NOC(=N1)C1=NN(C(=C1)C(F)F)CC(=O)NC(C(=O)O)(C)C